4-((2-(2-isopropylphenyl)-8-oxo-7,8-dihydro-9H-purin-9-yl)methyl)-N-methyl-N-((2-methylthiazol-4-yl)methyl)benzamide 2'-Deoxyguanosine-3',5'-O-bisphosphate P(=O)(O)(O)O[C@H]1C[C@@H](O[C@@H]1COP(=O)(O)O)N1C=NC=2C(=O)NC(N)=NC12.C(C)(C)C1=C(C=CC=C1)C1=NC=C2NC(N(C2=N1)CC1=CC=C(C(=O)N(CC=2N=C(SC2)C)C)C=C1)=O